[Si](C)(C)(C(C)(C)C)OC[C@@H]1N(C2=CC=CC(=C2C1)C1CC1)C(=O)OC(C)(C)C (R)-tert-butyl 2-(((tert-butyldimethylsilyl)oxy)methyl)-4-cyclopropylindoline-1-carboxylate